3-[Bis(carboxymethyl)amino]-N,N-bis(carboxymethyl)-alanine C(=O)(O)CN(C[C@H](N(CC(=O)O)CC(=O)O)C(=O)O)CC(=O)O